CCC(C=CCCCCC)=O dec-4-ene-3-one